6-amino-4-{[3-chloro-4-(pyridin-2-ylmethoxy)phenyl]amino}-7-ethoxyquinoline-3-carbonitrile NC=1C=C2C(=C(C=NC2=CC1OCC)C#N)NC1=CC(=C(C=C1)OCC1=NC=CC=C1)Cl